CN1N=CC2=C(C=CC=C12)C1(CC1)C=1NC(C=2CN(CCCC2N1)C(=O)OC(C)(C)C)=O tert-butyl 2-(1-(1-methyl-1H-indazol-4-yl)cyclopropyl)-4-oxo-3,4,5,7,8,9-hexahydro-6H-pyrimido[5,4-c]azepine-6-carboxylate